2,2,6,6-tetramethyl-piperidine-4-formic acid CC1(NC(CC(C1)C(=O)O)(C)C)C